BrCC1=CC=2C(=NON2)C=C1 5-(bromomethyl)benzo[c][1,2,5]oxadiazole